butyl 4-(3-chloro-1-oxido-1,2,4-benzotriazin-1-ium-7-yl)-3,6-dihydro-2H-pyridine-1-carboxylate ClC=1N=[N+](C2=C(N1)C=CC(=C2)C=2CCN(CC2)C(=O)OCCCC)[O-]